N1CC(C1)COC1=NC2=C(C(=C(C=C2C(=N1)N1CC2CCC(C1)N2)Cl)C2=CC(=CC1=CC=CC=C21)O)F 4-(2-(azetidin-3-ylmethoxy)-4-(3,8-diazabicyclo[3.2.1]octan-3-yl)-6-chloro-8-fluoroquinazolin-7-yl)naphthalen-2-ol